N1(CCCC1)C1=NC=C(C=C1C(=O)NC1=CC(=CC=C1)S(N)(=O)=O)C(F)(F)F 2-pyrrolidin-1-yl-N-(3-sulfamoylphenyl)-5-(trifluoromethyl)pyridine-3-carboxamide